C(C)(C)C1=CC(=NN1CCS(=O)(=O)C)C1=NC(=NO1)C1(CC1)C1=C(C=CC=C1)C 5-(5-isopropyl-1-(2-(methylsulfonyl)ethyl)-1H-pyrazol-3-yl)-3-(1-(o-tolyl)cyclopropyl)-1,2,4-oxadiazole